tert-Butyl N-[5-[4-(6-azanyl-1,3-benzothiazol-2-yl)phenyl]pyridin-2-yl]-N-methyl-carbamate NC1=CC2=C(N=C(S2)C2=CC=C(C=C2)C=2C=CC(=NC2)N(C(OC(C)(C)C)=O)C)C=C1